ClC1=CC(=C2C(=N1)C(=C(S2)C(CO)C)C)NCC=2OC=CC2 2-(5-chloro-7-{[(furan-2-yl)methyl]amino}-3-methylthieno[3,2-b]pyridin-2-yl)propan-1-ol